4-((2R,6R)-4-acryloyl-6-((methylamino)methyl)morpholin-2-yl)-6-chloropyridin C(C=C)(=O)N1C[C@H](O[C@@H](C1)CNC)C1=CC=NC(=C1)Cl